(E)-3-(furan-2-yl)acrolein O1C(=CC=C1)/C=C/C=O